aminobutene tert-butyl-3-[6-[[1-(trifluoromethyl)cyclopropyl]methylamino]-3-pyridyl]azetidine-1-carboxylate C(C)(C)(C)OC(=O)N1CC(C1)C=1C=NC(=CC1)NCC1(CC1)C(F)(F)F.NC=CCC